tert-butyl 3-((5-methyl-7-(methylsulfonyl)-4-oxo-4,5,6,7,8,9-hexahydro-3H-pyrido[4',3':4,5]pyrrolo[2,3-d]pyridazin-3-yl) methyl)-1H-indole-1-carboxylate CN1C2=C(C3=C1C(N(N=C3)CC3=CN(C1=CC=CC=C31)C(=O)OC(C)(C)C)=O)CCN(C2)S(=O)(=O)C